BrC=1C=C(C=CC1OC1=CC=C(C=C1)OC1OCCCC1)C1(COC1)O 3-[3-bromo-4-(4-tetrahydropyran-2-yloxyphenoxy)phenyl]oxetan-3-ol